ClC=1C=C(NC2(CCC3([C@H](CC4=CC=CC=C34)C[C@H](COC3=C4C(=NC=C3)C=CS4)C4=CC=CC=C4)CC2)C(=O)O)C=CC1 (1r,2'S,4S)-4-(3-chloroanilino)-2'-{(2S)-2-phenyl-3-[(thieno[3,2-b]pyridin-7-yl)oxy]propyl}-2',3'-dihydrospiro[cyclohexane-1,1'-indene]-4-carboxylic acid